N-allyl-1-(m-chlorophenyl)ethane-1-imine C(C=C)N=C(C)C1=CC(=CC=C1)Cl